N1=C(C=NC=C1)N[C@@](CSC)(C(=O)N[C@@H](CSC)C(=O)N[C@@H](CC(C)C)C(=O)C1(OC1)C)C=O N-pyrazinyl-2-formyl-S-methyl-L-cysteinyl-S-methyl-L-cysteinyl-L-leucyl-methyloxirane